C1(=CC=CC=C1)OS(=O)(=O)C1=CC=C(C=C1)C phenyl-4-tolyl-sulfonate